F[B-](F)(F)F.C(CCC)[N+]1=C(C2=C3C(C(=CC=C13)Cl)=CC=C2)C=CC2=C(C(CC(C2)C)=CC=C2N(C1=CC=C(C=3C1=C2C=CC3)Cl)CCCC)Cl 1-Butyl-2-[2-[3-[(1-butyl-6-chlorobenz[cd]indol-2(1H)-ylidene)ethylidene]-2-chloro-5-methyl-1-cyclohexen-1-yl]ethenyl]-6-chlorobenz[cd]indolium tetrafluoroborate